C(CCC)N1N=C(C(=C1C(C)C)O)CC(C)C 1-n-butyl-3-isobutyl-4-hydroxy-5-isopropylpyrazole